C1(=CC=CC=C1)C=1N[C@H]([C@@H](N1)C1=CC=CC=C1)C1=CC=CC=C1 (4S,5S)-4,5-dihydro-2,4,5-triphenyl-1H-imidazole